cyclohexane-dicarboxylic acid C1(CCCCC1)(C(=O)O)C(=O)O